N1C(NC(NC1=S)=S)=S 1,3,5-triazine-2,4,6(1h,3h,5h)-trithione